ClC=1C(=NC=NC1C=1C(=NN(C1)COCC[Si](C)(C)C)C)N 5-chloro-6-(3-methyl-1-{[2-(trimethylsilyl)ethoxy]methyl}pyrazol-4-yl)pyrimidin-4-amine